N-[3-(dimethylamino)propyl]-3-[[2-[4-[4-ethoxy-6-[(4-methoxyphenyl)methoxy]-3-pyridyl]-2-fluoro-phenyl]acetyl]amino]-5-(trifluoromethyl)benzamide CN(CCCNC(C1=CC(=CC(=C1)C(F)(F)F)NC(CC1=C(C=C(C=C1)C=1C=NC(=CC1OCC)OCC1=CC=C(C=C1)OC)F)=O)=O)C